dimethyl(t-butyl)ammonium tetrakis(2,3,4,6-tetrafluorophenyl)borate FC1=C(C(=CC(=C1F)F)F)[B-](C1=C(C(=C(C=C1F)F)F)F)(C1=C(C(=C(C=C1F)F)F)F)C1=C(C(=C(C=C1F)F)F)F.C[NH+](C(C)(C)C)C